(1R)-2,2-difluoro-N-(7-{6-[1-hydroxybutyl]-4-methylpyridin-3-yl}-2,6-naphthyridin-3-yl)cyclopropane-1-carboxamide FC1([C@H](C1)C(=O)NC=1N=CC2=CC(=NC=C2C1)C=1C=NC(=CC1C)C(CCC)O)F